N1(CCCCCC1)CCOC1=CC=C(CN2CCCCC2)C=C1 1-(4-(2-(azepan-1-yl)ethoxy)benzyl)piperidine